6-chloro-3-((3,4-dioxo-2-(pentan-3-ylamino)cyclobut-1-en-1-yl)amino)-2-hydroxy-N-methoxy-N-methylbenzenesulfonamide choline salt OCC[N+](C)(C)C.ClC1=CC=C(C(=C1S(=O)(=O)N(C)OC)O)NC1=C(C(C1=O)=O)NC(CC)CC